3,4'-bis(methoxymethyl)biphenyl COCC=1C=C(C=CC1)C1=CC=C(C=C1)COC